P(=O)([O-])([O-])Cl.[Ba+2] Barium chlorophosphat